ethyl 4-chloro-6-[[1-(9H-fluoren-9-ylmethoxycarbonyl)-4-piperidyl]oxy]quinoline-3-carboxylate ClC1=C(C=NC2=CC=C(C=C12)OC1CCN(CC1)C(=O)OCC1C2=CC=CC=C2C=2C=CC=CC12)C(=O)OCC